[6-amino-3-bromo-7-carbamoyl-5-(3-methoxy-2,6-dimethyl-phenyl)pyrrolo[2,3-b]pyrazin-2-yl] trifluoromethanesulfonate FC(S(=O)(=O)OC=1N=C2C(=NC1Br)N(C(=C2C(N)=O)N)C2=C(C(=CC=C2C)OC)C)(F)F